ClC=1C=C(NC=2C3=C(N=CN2)NC=C3C3CCN(CC3)C(C=C)=O)C=CC1OCC=1N=CSC1 [4-[4-[3-chloro-4-(thiazol-4-ylmethoxy)anilino]-7H-pyrrolo[2,3-d]pyrimidin-5-yl]-1-piperidyl]prop-2-en-1-one